C(C)C1=CC2=C(C3=CC=CC=C3C(=C2C=C1)OC(C)=O)OC(C)=O 2-ethyl-9,10-diacetyloxyanthracene